(difluoromethyl-2H-indazol-5-yl)-3-(4-fluorophenyl)propanamide FC(F)N1N=C2C=CC(=CC2=C1)C(C(=O)N)CC1=CC=C(C=C1)F